TERT-BUTYL 1-OXOPROPAN-2-YLCARBAMATE O=CC(C)NC(OC(C)(C)C)=O